N-dimethylaminoethyl-N'-methylpiperazine CN(C)CCN1CCN(CC1)C